3-fluoro-5-[[(1S)-19,19,19-trifluoro-1-(trityloxymethyl)nonadecoxy]methyl]benzonitrile FC=1C=C(C#N)C=C(C1)CO[C@@H](CCCCCCCCCCCCCCCCCC(F)(F)F)COC(C1=CC=CC=C1)(C1=CC=CC=C1)C1=CC=CC=C1